NC1=CC(=C(OC=2C=C(C=CC2)S(=O)(=NC2=CC=CC=C2)C)C=C1C)C (3-(4-amino-2,5-dimethylphenoxy)phenyl)(methyl)(phenylimino)-λ6-sulfanone